N1(CCNCC1)C1=CC=NN1 5-(piperazin-1-yl)pyrazole